2-oxa-1,4-butanediol C(OCCO)O